COC=1C=C(CC2=NC3=CC(=C(C=C3C(=N2)N)[N+](=O)[O-])OC)C=CC1OC (3,4-dimethoxybenzyl)-7-methoxy-6-nitroquinazolin-4-amine